TRIMETHYL-1-CYCLOHEXEN CC1C(=C(CCC1)C)C